diisopropyl (4-(2-((tert-butyldimethylsilyl)oxy)butyl)phenyl)boronate [Si](C)(C)(C(C)(C)C)OC(CC1=CC=C(C=C1)B(OC(C)C)OC(C)C)CC